BrC1=C(N)C=C(C=C1OC1=CC=C(C=C1)Cl)F 2-bromo-3-(4-chlorophenoxy)-5-fluoroaniline